3,8-difluoro-2-oxo-1,2,3,4-tetrahydroquinoline-3-carboxylic acid FC1(C(NC2=C(C=CC=C2C1)F)=O)C(=O)O